ClC1=C(C(=CC=C1Cl)O)C(NC(C)=O)C1=CC=NC=C1 N-((2,3-dichloro-6-hydroxyphenyl)(pyridin-4-yl)methyl)acetamide